3-{6-[1-({6-[(R)-1-methoxyethyl]-2-pyridinyl}methyl)-1H-1,2,3-triazol-4-yl]-2-amino-4-pyrimidinyl}-2-fluoro-benzonitrile CO[C@H](C)C1=CC=CC(=N1)CN1N=NC(=C1)C1=CC(=NC(=N1)N)C=1C(=C(C#N)C=CC1)F